bis(6-((2-hexyldecanoyl)oxy)hexyl) 2-hydroxypentanedioate OC(C(=O)OCCCCCCOC(C(CCCCCCCC)CCCCCC)=O)CCC(=O)OCCCCCCOC(C(CCCCCCCC)CCCCCC)=O